(S)-1-(6-(4-((Hydroxyamino)methyl)phenyl)-2-methyl-3,4-dihydroquinolin-1(2H)-yl)ethan-1-one ONCC1=CC=C(C=C1)C=1C=C2CC[C@@H](N(C2=CC1)C(C)=O)C